sulfonyl-3-[(2S)-4,4-difluoro-2-(fluoromethyl)pyrrolidin-1-yl]indazole S(=O)(=O)=C1C2=C(N=NC2=CC=C1)N1[C@@H](CC(C1)(F)F)CF